C(C)N1C=C(C(C(=C1)C1=CC=C(C=C1)F)=O)C(=O)NC1=CC(=C(C=C1)OC1=CC=NC2=CC(=CN=C12)OC)F 1-ethyl-N-[3-fluoro-4-[(7-methoxy-1,5-naphthyridin-4-yl)oxy]phenyl]-5-(4-fluorophenyl)-4-oxopyridine-3-carboxamide